2-(4-tert-butylphenyl)-4H-pyrido[1,2-a]pyrimidin-4-one C(C)(C)(C)C1=CC=C(C=C1)C=1N=C2N(C(C1)=O)C=CC=C2